4-(4-methoxyphenyl)-1-methyl-6-(1-((trifluoromethyl)sulfonyl)piperidin-4-yl)-1H-imidazo[4,5-c]pyridine COC1=CC=C(C=C1)C1=NC(=CC2=C1N=CN2C)C2CCN(CC2)S(=O)(=O)C(F)(F)F